N[C@@H](C(=O)NCC1=C(C(=CC=C1)Cl)F)COC (R)-2-amino-N-(3-chloro-2-fluorophenylmethyl)-3-methoxypropionamide